benzyl (1S,2R,6S)-2-(4-bromophenyl)-6-((2-fluoro-4-(trifluoromethyl)phenyl)carbamoyl)cyclohexane-1-carboxylate BrC1=CC=C(C=C1)[C@H]1[C@@H]([C@H](CCC1)C(NC1=C(C=C(C=C1)C(F)(F)F)F)=O)C(=O)OCC1=CC=CC=C1